4-fluorobenzoate FC1=CC=C(C(=O)[O-])C=C1